NC=1C=C(C=NC1)CN1C(N[C@@H](C1)C(F)(F)F)=O (S)-1-((5-aminopyridin-3-yl)methyl)-4-(trifluoromethyl)imidazolidin-2-one